C12C3C(C(CC1)C2)C(=O)OC3=O cis-2,3-norbornanedicarboxylic anhydride